NC1=C(C(=C(C=C1)O)N)C 4-Amino-2-amino-methylphenol